Cl.NCC(C(=O)O)OC 3-amino-2-methoxy-propanoic acid hydrochloride